C(#N)C1=CC=C(CNC(=O)C2=NN(C=3C(N(CCC32)CC3(CC3)S(=O)(=O)C(C)(C[C@@H](C)O)C)=O)C)C=C1 (R)-N-(4-Cyanobenzyl)-6-((1-((4-hydroxy-2-methylpentan-2-yl)sulfonyl)cyclopropyl)methyl)-1-methyl-7-oxo-4,5,6,7-tetrahydro-1H-pyrazolo[3,4-c]pyridine-3-carboxamide